C(C)(C)(C)OC(=O)N1C[C@@H](N(CC1)C1=C(C(N2C3=C(C(=C(C=C13)Cl)Br)OCC2)=O)C#N)C.O2C(CCC2)CCC(=O)NC2=CC=C(C=C2)C 3-(tetrahydrofuran-2-yl)-N-(p-tolyl)propionamide (S)-tert-butyl-4-(10-bromo-9-chloro-6-cyano-5-oxo-3,5-dihydro-2H-[1,4]oxazino[2,3,4-ij]quinolin-7-yl)-3-methylpiperazine-1-carboxylate